1-(4-(1-(2,2-difluoroethyl)-3-phenyl-1H-pyrazol-4-yl)-7-methoxyquinazolin-6-yl)ethan-1-ol FC(CN1N=C(C(=C1)C1=NC=NC2=CC(=C(C=C12)C(C)O)OC)C1=CC=CC=C1)F